N(=[N+]=[N-])CCCCCCCCCOCCOCCOCCOCCO[Si](C)(C)C(C)(C)C 1-azido-21-(t-butyldimethylsilyloxy)-10,13,16,19-tetraOxahenicosane